O1CC=CC2=CC3=C(C=C12)C=CC=C3 2H-benzo[g]chromene